1,2-bis[(3-ethyloxetan-3-yl)methoxy]benzene C(C)C1(COC1)COC1=C(C=CC=C1)OCC1(COC1)CC